C(C)(C)(C)OC(CCO[C@H](C)[C@@H]1[C@H](C1)CO)=O 3-((R)-1-((1S,2S)-2-(hydroxymethyl)cyclopropyl)ethoxy)propanoic acid tert-butyl ester